[Cl-].C(=C)N1C=[N+](C=C1)C1=CC=C(C=C1)C 1-vinyl-3-(4-methylphenyl)-1H-imidazolium chloride